BrC1=CC=2N(C3=CC=CC(=C3C2C=C1)C1=CC=CC=C1)C1=CC=CC=C1 2-bromo-5,9-diphenyl-9H-carbazole